COC(=O)C1=NN2C(C=CC(=C2)Cl)=C1.C(C)N(C(C(C)C)=O)CC1=CC=C(C=C1)C1=NOC(=N1)C(F)(F)F N-ethyl-2-methyl-N-[[4-[5-(trifluoromethyl)-1,2,4-oxadiazol-3-yl]phenyl]methyl]propanamide methyl-6-chloropyrazolo[1,5-a]pyridine-2-carboxylate